N-(1-(tert-Butyl)-5-fluoro-1H-pyrazol-4-yl)-2-fluoro-5-(2-isopropyl-8-morpholino-[1,2,4]triazolo[1,5-a]pyridin-6-yl)-4-methylbenzamide C(C)(C)(C)N1N=CC(=C1F)NC(C1=C(C=C(C(=C1)C=1C=C(C=2N(C1)N=C(N2)C(C)C)N2CCOCC2)C)F)=O